2-(2-(cyclopropanesulfonylamino)thiazol-4-yl)-2-methyl-N-(4-(5-methylpyridin-3-yl)phenyl)propanamide C1(CC1)S(=O)(=O)NC=1SC=C(N1)C(C(=O)NC1=CC=C(C=C1)C=1C=NC=C(C1)C)(C)C